calcium oxovalerate O=C(C(=O)[O-])CCC.[Ca+2].O=C(C(=O)[O-])CCC